(3S)-3-(2-((2-(4-(1-(3-aminopropyl)-2-methyl-1H-pyrazol-2-ium-4-yl)phenoxy)-2-carboxyethoxy)imino)-2-(2-aminothiazol-4-yl)acetamido)-2,2-dimethyl-4-oxoazetidin-1-yl sulfate S(=O)(=O)(ON1C([C@@H](C1=O)NC(C(C=1N=C(SC1)N)=NOCC(C(=O)O)OC1=CC=C(C=C1)C=1C=[N+](N(C1)CCCN)C)=O)(C)C)[O-]